N-[(4-chloro-5-fluoro-1H-benzimidazol-2-yl)methyl]-6-cyclopropyl-1-(1-methylpiperidin-4-yl)-1H-pyrazolo[3,4-b]pyrazin-3-amine ClC1=C(C=CC=2NC(=NC21)CNC2=NN(C1=NC(=CN=C12)C1CC1)C1CCN(CC1)C)F